3-methyl-1-(4-vinylbenzyl)-3H-imidazol-1-ium bisulfate S([O-])(O)(=O)=O.CN1C=[N+](C=C1)CC1=CC=C(C=C1)C=C